(S)-N-(cyanomethyl)-2-(((S)-1-(8-(1,5-dimethyl-1H-imidazol-4-yl)dibenzo[b,d]furan-3-yl)-2,2,2-trifluoroethyl)amino)-4-fluoro-4-methylpentanamide C(#N)CNC([C@H](CC(C)(C)F)N[C@H](C(F)(F)F)C=1C=CC2=C(OC3=C2C=C(C=C3)C=3N=CN(C3C)C)C1)=O